γ-glycidoxypropyl-methyl-dibutoxysilane C(C1CO1)OCCC[Si](OCCCC)(OCCCC)C